2-(2H-benzotriazol-2-yl)-4-methyl-6-[2-methyl-3-[1,3,3,3-tetramethyl-1-[(trimethylsilyl)oxy]-disiloxanyl]propyl]phenol N=1N(N=C2C1C=CC=C2)C2=C(C(=CC(=C2)C)CC(C[Si](O[Si](C)(C)C)(O[Si](C)(C)C)C)C)O